C(CCCCCCCCCCCC=CCCCCCCCC)(=O)OCCCCCCCCCCCCCCO 14-hydroxytetradecyl docos-13-enoate